2-(4-(6-(tert-butoxycarbonyl)-5,6,7,8-tetrahydropyrido[4,3-d]pyrimidin-2-yl)piperazin-1-yl)pyrimidine-5-carboxylic acid C(C)(C)(C)OC(=O)N1CC2=C(N=C(N=C2)N2CCN(CC2)C2=NC=C(C=N2)C(=O)O)CC1